FC1=C(C=CC(=C1)F)C1=CC=C(O1)C1=NC2=C(N1C)C=CC=C2 2-(5-(2,4-difluorophenyl)furan-2-yl)-1-methyl-1H-benzo[d]imidazole